2-((3-fluorophenyl)amino)naphthalene-1,4-dione FC=1C=C(C=CC1)NC=1C(C2=CC=CC=C2C(C1)=O)=O